2-[[2-[2-(4-Acetylmorpholin-2-yl)ethyl]-6,7-dichloro-1-oxo-10-(1H-pyrazol-4-yl)-3,4-dihydropyrazino[1,2-a]indol-9-yl]oxy]acetonitrile C(C)(=O)N1CC(OCC1)CCN1C(C=2N(C=3C(=C(C=C(C3C2C=2C=NNC2)OCC#N)Cl)Cl)CC1)=O